2-((E)-((4-ethylpiperazin-1-yl)imino)methyl)-6-fluoro-4-((E)-4-(pyrrolidin-1-yl)styryl)phenol C(C)N1CCN(CC1)\N=C\C1=C(C(=CC(=C1)\C=C\C1=CC=C(C=C1)N1CCCC1)F)O